C(#N)C=1C=CC=2N(C(N=C(C2N1)N1C[C@H](N(C[C@@H]1C)C(C(=O)O)C1=CC=C(C=C1)C(F)(F)F)CC)=O)C 2-((2r,5s)-4-(6-cyano-1-methyl-2-oxo-1,2-dihydropyrido[3,2-d]pyrimidin-4-yl)-2-ethyl-5-methylpiperazin-1-yl)-2-(4-(trifluoromethyl)phenyl)acetic acid